[F-].[Y+3].[Na+].[F-].[F-].[F-] Natrium-Yttrium Fluorid